3-(4,5-Diformylthiophen-2-yl)propionic acid C(=O)C=1C=C(SC1C=O)CCC(=O)O